1-acetyl-N-((5-(5-(difluoromethyl)-1,3,4-oxadiazol-2-yl)pyridin-2-yl)methyl)-3-fluoro-N-phenylazetidine-3-carboxamide C(C)(=O)N1CC(C1)(C(=O)N(C1=CC=CC=C1)CC1=NC=C(C=C1)C=1OC(=NN1)C(F)F)F